2-amino-5-(4-(2-cyclobutylacetamido)-2-methylphenyl)-N-isopropylnicotinamide NC1=C(C(=O)NC(C)C)C=C(C=N1)C1=C(C=C(C=C1)NC(CC1CCC1)=O)C